1-[8-(2-chlorophenyl)-9-(4-chlorophenyl)-2-[(3R)-3-methoxypyrrolidin-1-yl]purin-6-yl]-4-methyl-piperidine-4-carboxamide ClC1=C(C=CC=C1)C=1N(C2=NC(=NC(=C2N1)N1CCC(CC1)(C(=O)N)C)N1C[C@@H](CC1)OC)C1=CC=C(C=C1)Cl